BrC1=C(C=C(C(=C1)OCCC)OC)F 1-Bromo-2-fluoro-4-methoxy-5-propoxybenzene